(3R)-1-acetylpiperidin C(C)(=O)N1CCCCC1